5-((2-(o-tolyl)Pyridin-4-yl)methylene)thiazolidine-2,4-dione C1(=C(C=CC=C1)C1=NC=CC(=C1)C=C1C(NC(S1)=O)=O)C